BrCC\C=C/CC(OC)OC (3Z)-1-bromo-6,6-dimethoxy-3-hexene